N(=C=O)CCCC1=CC(CCC1)CCCN=C=O 1,3-bis(3-isocyanatoprop-1-yl)cyclohexaneN